F[P-](F)(F)(F)(F)F.CN1C=[N+](C=C1)CCC(C(C(C(C(C(F)(F)F)(F)F)(F)F)(F)F)(F)F)(F)F 1-methyl-3-(3,3,4,4,5,5,6,6,7,7,8,8,8-tridecafluorooctyl)-imidazolium hexafluorophosphate